C(C)OC(CC=1OC(=NN1)C(C)(C)C)=O 5-tert-butyl-1,3,4-oxadiazole-2-acetic acid ethyl ester